C1(CCCCC1)C=1C=C(C=C(C1)C1CCCCC1)N(C1=CC=C(C(=O)O)C=C1)CCOC 4-((3,5-dicyclohexylphenyl)(2-methoxyethyl)amino)benzoic acid